[N+](=O)([O-])C=1NC=C(C1)C#CC 2-nitro-4-propynylpyrrole